NC1=C2N=CN(C2=NC(=N1)F)[C@H]1C[C@@H]([C@@](O1)(C#C)COP(=O)(OC1=CC=CC=C1)N[C@H](C(=O)OCCCCCCCCCCCCCCCCCCCC)CC1=CC(=CC(=C1)F)F)O Icosyl (2S)-2-(((((2R,3S,5R)-5-(6-amino-2-fluoro-9H-purin-9-yl)-2-ethynyl-3-hydroxytetra-hydrofuran-2-yl)methoxy)-(phenoxy)phosphoryl)-amino)-3-(3,5-difluoro-phenyl)propanoate